tert-Butyl 2-(3-bromo-5-methoxyphenyl)-7-azaspiro[3.5]nonane-7-carboxylate BrC=1C=C(C=C(C1)OC)C1CC2(C1)CCN(CC2)C(=O)OC(C)(C)C